N-((1-methyl-5-oxopyrrolidin-2-yl)methyl)2-(4-(methylcarbamoyl)phenyl)benzo[d]imidazo[2,1-b]thiazole-7-carboxamide CN1C(CCC1=O)CNC(=O)C1=CC2=C(N3C(S2)=NC(=C3)C3=CC=C(C=C3)C(NC)=O)C=C1